4-methyl-N-(2-methylphenylethyl)benzenesulfonamide CC1=CC=C(C=C1)S(=O)(=O)NCCC1=C(C=CC=C1)C